2-(5-(azetidin-1-yl)-4-(4-(2-hydroxy-2-methylpropanoyl)-2-methylpiperazin-1-yl)-7H-pyrrolo[2,3-d]pyrimidin-7-yl)isonicotinonitrile N1(CCC1)C1=CN(C=2N=CN=C(C21)N2C(CN(CC2)C(C(C)(C)O)=O)C)C=2C=C(C#N)C=CN2